(tert-Butoxycarbonyl)-1-methyl-D-tryptophan C(C)(C)(C)OC(=O)N[C@H](CC1=CN(C2=CC=CC=C12)C)C(=O)O